FC1=CC(=C2C=CN(C2=C1)C)N1C(C2=CC(=C(C=C2C(=C1)C(=O)N1CCCCC1)OC)OCF)=O 2-(6-fluoro-1-methyl-1H-indol-4-yl)-7-(fluoromethoxy)-6-methoxy-4-(piperidine-1-carbonyl)-1,2-dihydroisoquinolin-1-one